C(C(C)C)N1P2N(CCN(CC1)CCN2CC(C)C)CC(C)C 2,8,9-triisobutyl-2,5,8,9-tetraaza-1-phosphabicyclo[3.3.3]undecane